CN1CCN(CC1)C1CCN(CC1)C1=CC=C(C=N1)N 6-(4-(4-methyl-piperazin-1-yl)piperidin-1-yl)pyridin-3-amine